C(C)(C)(C)NC1CN(CC1)C=1N=NC(=CN1)C1=C(C=C(C=C1)C=1N=NN(N1)C)O 2-{3-[3-(tert-butylamino)pyrrolidin-1-yl]-1,2,4-triazin-6-yl}-5-(2-methyl-2H-tetrazol-5-yl)phenol